C1(CC1)C=1N=CN2C1CN(CC1=C2C=C(C(=C1)F)C(=O)NC1=NC(=CC=C1)C1=NN=CN1C(C)C)NC(=O)NC1=CC=C(C=C1)C(F)(F)F 3-cyclopropyl-8-fluoro-N-[6-(4-isopropyl-4H-1,2,4-triazol-3-yl)pyridin-2-yl]-5-{3-[4-(trifluoromethyl)phenyl]ureido}-5,6-dihydro-4H-benzo[f]imidazo[1,5-a][1,4]diazepine-9-carboxamide